C(C1=CC=CC=C1)N1[C@@H](CCC1)CNC1=NC(=CC(=N1)N1C[C@@H](N(CC1)C(=O)OCC1=CC=CC=C1)CC#N)C(NC1=CC(=CC2=CC=CC=C12)OC)=O benzyl (2S)-4-[2-[[(2S)-1-benzylpyrrolidin-2-yl]methylamino]-6-[(3-methoxy-1-naphthyl)carbamoyl]pyrimidin-4-yl]-2-(cyanomethyl)piperazine-1-carboxylate